ethyl 3-(3-((2-(3-((6-fluoro-4-(methylsulfinyl)-1-tosyl-1H-indol-5-yl)oxy)phenyl)thiazol-4-yl)methyl)phenyl)propanoate FC1=C(C(=C2C=CN(C2=C1)S(=O)(=O)C1=CC=C(C)C=C1)S(=O)C)OC=1C=C(C=CC1)C=1SC=C(N1)CC=1C=C(C=CC1)CCC(=O)OCC